7-Pentadecanon CCCCCCC(CCCCCCCC)=O